The molecule is a pyridinecarboxamide that is pyridine in which the hydrogen at position 3 is replaced by a carboxamide group. It has a role as an EC 2.4.2.30 (NAD(+) ADP-ribosyltransferase) inhibitor, a metabolite, a cofactor, an antioxidant, a neuroprotective agent, an EC 3.5.1.98 (histone deacetylase) inhibitor, an anti-inflammatory agent, a Sir2 inhibitor, a Saccharomyces cerevisiae metabolite, an Escherichia coli metabolite and a mouse metabolite. It is a pyridinecarboxamide and a pyridine alkaloid. It derives from a nicotinic acid. C1=CC(=CN=C1)C(=O)N